1,2-diethyloxyethane C(C)OCCOCC